C(C)(C)(C)OC(=O)N1CCN(CC1)C1=NN=CC2=CC=C(C=C12)Cl 4-(7-chlorophthalazin-1-yl)piperazine-1-carboxylic acid tert-butyl ester